C(C)N1CCC(CC1)CN1N=C2C3=C(CCC2=C1)OC(=C3C(F)(F)F)C(=O)O 2-[(1-Ethylpiperidin-4-yl)methyl]-8-(trifluoromethyl)-4,5-dihydro-2H-furo[2,3-g]indazole-7-carboxylic acid